1-((4-(cyano)phenyl)sulfonyl)piperazine C(#N)C1=CC=C(C=C1)S(=O)(=O)N1CCNCC1